4-((1-(4-(2-(2-aminopyridin-3-yl)-5-(4-fluoro-2-(trifluoromethyl)phenyl)-3H-imidazo[4,5-b]pyridin-3-yl)benzyl)piperidin-4-yl)amino)pyrimidine-2-carbonitrile NC1=NC=CC=C1C1=NC=2C(=NC(=CC2)C2=C(C=C(C=C2)F)C(F)(F)F)N1C1=CC=C(CN2CCC(CC2)NC2=NC(=NC=C2)C#N)C=C1